N-(1-cyanocyclopropyl)acetamide C(#N)C1(CC1)NC(C)=O